(S)-5-(2,6-difluorophenyl)-1-(1-(6-ethoxy-5-methoxypyridin-2-yl)-2-(methylsulfonyl)ethyl)-1H-benzo[d]imidazol-2(3H)-one FC1=C(C(=CC=C1)F)C1=CC2=C(N(C(N2)=O)[C@H](CS(=O)(=O)C)C2=NC(=C(C=C2)OC)OCC)C=C1